COCC1=CC=CC(=N1)CN1N=NC(=C1)C1=NC(=NC(=C1)C=1C=NC=CC1)N 4-(1-{[6-(methoxymethyl)-2-pyridinyl]methyl}-1H-1,2,3-triazol-4-yl)-6-(3-pyridinyl)-2-pyrimidinylamine